N'-cyano-N,N-bis(phenylmethyl)-guanidine C(#N)NC(N(CC1=CC=CC=C1)CC1=CC=CC=C1)=N